C(C)(C)(C)OC(=O)C1NCC=2N(C1)N=CC2 6,7-dihydro-4H-pyrazolo[1,5-a]pyrazine-6-carboxylic acid tert-butyl ester